2,3,3,5-tetrahydroxyvaleric acid OC(C(=O)O)C(CCO)(O)O